N(=NC(CC)(CC)C)C(CC)(CC)C 3,3'-azobis(3-methylpentane)